(E)-3-(4-cyanophenyl)-N-ethyl-N-(thiophen-2-ylmethyl)acrylamide C(#N)C1=CC=C(C=C1)/C=C/C(=O)N(CC=1SC=CC1)CC